CC1=CC=C2N=C3C(=CC(C=4C=CC=NC34)=O)N2C1=O 9-methylpyrido[2',1':2,3]imidazo[4,5-h]quinoline-5,8-dione